Methyl 3-bromo-4-((1-hydroxy-2-methylprop-2-yl) amino)-5-nitrobenzoate BrC=1C=C(C(=O)OC)C=C(C1NC(CO)(C)C)[N+](=O)[O-]